3'-((5-amino-6-chloropyrimidin-4-yl)amino)-4'-(4-methylpiperazin-1-yl)-[1,1'-biphenyl] NC=1C(=NC=NC1Cl)NC=1C=C(C=CC1N1CCN(CC1)C)C1=CC=CC=C1